C(#N)C(CCC(=O)O)(C)C(=S)SCCCCCCCCCCCC 4-cyano-4-[(dodecyl-sulfanyl)thiocarbonyl]pentanoic acid